1-[(4-methyl-quinazoline-2-yl)methyl]-3-methyl-7-(2-butyn-1-yl)-8-bromo-xanthine CC1=NC(=NC2=CC=CC=C12)CN1C(=O)N(C=2N=C(N(C2C1=O)CC#CC)Br)C